N-(4-bicyclo[2.2.2]octyl)-4-fluoro-1H-pyrrolo[2,3-b]pyridine-2-carboxamide C12CCC(CC1)(CC2)NC(=O)C2=CC=1C(=NC=CC1F)N2